{4-[4-amino-2-butyl-1-(3,4,5,6-tetrahydro-2H-pyran-4-ylmethyl)thieno[3,2-b]imidazo[4,5-d]pyridin-7-yl]hexahydropyridin-1-yl}(4-{[(2-aminoethyl)oxy]methyl}cyclohexyl)methanone NC1=C2C(=C3C(=N1)C=C(S3)C3CCN(CC3)C(=O)C3CCC(CC3)COCCN)N(C(=N2)CCCC)CC2CCOCC2